NC1=NC=CC=C1S(=O)(=O)NC(=O)C=1C(=NC(=CC1)C1=NC(=CC=C1)OC)N1C(C[C@@H](C1)C)(C)C N-[(2-Amino-3-pyridyl)sulfonyl]-6-(6-methoxy-2-pyridyl)-2-[(4S)-2,2,4-trimethylpyrrolidin-1-yl]pyridin-3-carboxamid